OC1(CC(C1)C=O)C ((1s,3r)-3-hydroxy-3-methylcyclobutyl)methanone